N-(4-(3-(4-propenoylpiperazin-1-yl)pyridin-4-yl)-2-methylbenzyl)-5-(1-(difluoromethyl)cyclopropyl)-1,2,4-oxadiazole-3-carboxamide C(C=C)(=O)N1CCN(CC1)C=1C=NC=CC1C1=CC(=C(CNC(=O)C2=NOC(=N2)C2(CC2)C(F)F)C=C1)C